2-(4-chloropyridin-2-yl)-N-(6-((2R,4S)-2-(6-cyclopropylimidazo[1,2-a]pyrimidin-2-yl)-4-hydroxypyrrolidin-1-yl)pyrimidin-4-yl)cyclopropane-1-carboxamide ClC1=CC(=NC=C1)C1C(C1)C(=O)NC1=NC=NC(=C1)N1[C@H](C[C@@H](C1)O)C=1N=C2N(C=C(C=N2)C2CC2)C1